OCC(ONC(=O)C1=CC2=C(N=CN2C)C(=C1NC1=C(C=C(C=C1)Br)Cl)F)(C)C 6-(4-bromo-2-chloro-phenylamino)-7-fluoro-3-methyl-3H-benzimidazole-5-carboxylic acid (2-hydroxy-1,1-dimethyl-ethoxy)-amide